6-bromo-3,4-dihydro-1-naphthalenone BrC=1C=C2CCCC(C2=CC1)=O